4-{[2-methoxy-5-(methoxycarbonyl)phenyl]amino}-4-oxobutanoic acid COC1=C(C=C(C=C1)C(=O)OC)NC(CCC(=O)O)=O